C1(=CC=CC=C1)CS(=O)(=O)NC1=C(C(=C(C=C1F)C1=CC2=C(N=C(N=C2)N[C@@H]2CNC[C@@](C2)(C)F)N(C1=O)C(C)C)F)F 1-phenyl-N-(2,3,6-trifluoro-4-(2-(((3S,5S)-5-fluoro-5-methylpiperidin-3-yl)amino)-8-iso-propyl-7-oxo-7,8-dihydropyrido[2,3-d]-pyrimidin-6-yl)phenyl)-methanesulfonamide